C(C=C)(=O)N1CC2(C1)CC(C2)C=2C1=C(N=C(N2)NC)NC(C(=C1)C1=C(C(=CC(=C1)OC)OC)Cl)=O (2-acryloyl-2-azaspiro[3.3]heptan-6-yl)-6-(2-chloro-3,5-dimethoxyphenyl)-2-(methylamino)pyrido[2,3-d]pyrimidin-7(8H)-one